C(C)OC(=O)C=1SC(=C(C1I)Cl)Cl 4,5-dichloro-3-iodothiophene-2-carboxylic acid ethyl ester